Isoamyloxyacetic acid, allyl ester C(CC(C)C)OCC(=O)OCC=C